C(C)(=O)O[C@H]1[C@@H](O[C@@H]([C@H]([C@@H]1OC(C)=O)OC(C)=O)C(=O)OC)OC[C@@H](C(=O)OCC1=CC=CC=C1)NC([C@H](C(C)C)NC(=O)OCC1=CC=CC=C1)=O (2R,3R,4S,5S,6S)-2-((S)-3-(benzyloxy)-2-((S)-2-(((benzyloxy)carbonyl)amino)-3-methylbutanamido)-3-oxopropoxy)-6-(methoxycarbonyl)tetrahydro-2H-pyran-3,4,5-triyl triacetate